4-chloro-6-(3-(dibenzo[b,d]furan-4-yl)phenyl)-2-PHENYLPYRIMIDINE ClC1=NC(=NC(=C1)C1=CC(=CC=C1)C1=CC=CC2=C1OC1=C2C=CC=C1)C1=CC=CC=C1